CC=1C=C(C=CC1)N1N=NC(=C1)CN1C(O[C@]2(C1)C[C@H](CCC2)CN2C=NC1=C2C=C(C=C1)C#N)=O 1-[((5S,7S)-3-{[1-(3-methylphenyl)-1H-1,2,3-triazol-4-yl]methyl}-2-oxo-1-oxa-3-azaspiro[4.5]dec-7-yl)methyl]-1H-benzimidazole-6-carbonitrile